C(C)OC(/C(=C/C=1N=C(SC1)C)/N=[N+]=[N-])=O (Z)-2-azido-3-(2-methylthiazol-4-yl)prop-2-enoic acid ethyl ester